CCC(CCCCCCCC(CCCCCCCC)O)O nonadecane-3,11-diol